8'-chloro-2'H,4'H-spiro[cyclopropane-1,3'-[1,3]oxazino[3,2-b]indazole]-10'-amine ClC=1C=C(C2=C3N(N=C2C1)CC1(CO3)CC1)N